O=C1CCC(CC1)NS(=O)(=O)C N-(4-oxocyclohexyl)methanesulfonamide